C(C1=CC=CC=C1)N1CC2(CNC3=CC(=CC=C3C2)C2=C3C=NNC3=CC=C2C)CC1 1-benzyl-7'-(5-methyl-1H-indazol-4-yl)-1',4'-dihydro-2'H-spiro[pyrrolidine-3,3'-quinoline]